CC1=C(C=C(C(=N1)C(=O)NCC(=O)O)O)C1CCN(CC1)S(=O)(=O)C1=NC2=CC=CC=C2C=C1 (6-methyl-5-(1-(quinoline-2-sulfonyl)-piperidin-4-yl)-3-hydroxy-pyridine-2-carbonyl)glycine